C(C1=CC=CC=C1)OCCN(S(=O)(=O)C1=C(C=CC=C1)[N+](=O)[O-])C1CCNCC1 N-(2-benzyloxyethyl)-2-nitro-N-(4-piperidyl)benzenesulfonamide